NC1=CC(=NC=N1)NC1=C2C(=NC(=C1)N([C@H](C(C)(C)C)C)C)N(C=N2)C N7-(6-aminopyrimidin-4-yl)-N5,3-dimethyl-N5-[(1S)-1,2,2-trimethylpropyl]imidazo[4,5-b]pyridine-5,7-diamine